C1(CC1)C1=NC=NC(=C1C1=NC(=C2NC=NC2=N1)NCC1=CC=C(C=C1)N1N=C(C=C1C)C(F)(F)F)OC 2-(4-cyclopropyl-6-methoxypyrimidin-5-yl)-N-(4-(5-methyl-3-(trifluoromethyl)-1H-pyrazol-1-yl)benzyl)-7H-purin-6-amine